3-fluoro-N-(2-fluoro-4-nitro-phenyl)-6,7-dimethoxy-quinolin-4-amine FC=1C=NC2=CC(=C(C=C2C1NC1=C(C=C(C=C1)[N+](=O)[O-])F)OC)OC